5-chloro-2-(2-(dimethylamino)ethoxy)benzaldehyde ClC=1C=CC(=C(C=O)C1)OCCN(C)C